O1CCC(=CC1)C1=CC(=C2CN(CC2=C1)C(=O)OC(C)(C)C)C=1C=CC=C2C=C(N=CC12)C=1C=NC(=CC1)C(=O)OC tert-butyl 6-(3,6-dihydro-2H-pyran-4-yl)-4-(3-(6-(methoxycarbonyl)pyridin-3-yl)isoquinolin-8-yl)isoindoline-2-carboxylate